BrC=1C=C(C=C(C1)Br)[Si](C)(C1=CC=CC=C1)C1=CC(=CC(=C1)Br)Br bis-(3,5-dibromo-phenyl)-phenyl-methylsilane